(Z)-N-[2-(2-aminoethylamino)ethyl]Octadec-9-enamide NCCNCCNC(CCCCCCC\C=C/CCCCCCCC)=O